CC(CN1C(NC(C=C1C)=O)=O)C 2-methylpropyl-6-methyl-2,4(1H,3H)-pyrimidinedione